[K+].C(CCC(=O)[O-])(=O)[O-].C(CCC(=O)[O-])(=O)[O-].[K+].[K+].[K+] bis(succinic acid) potassium salt